2-amino-3-methoxybenzonitrile NC1=C(C#N)C=CC=C1OC